CC=1C(=C(C=2CC3=CC=CC=C3C2C1)C1=C(C(=NN=N1)C=1C(=C(C=CC1)C1=CC=CC=C1)C1=C(C=CC=2OC3=C(C21)C=CC=C3)C3=C(C=CC=C3)C3=CC=CC=C3)C3=CC=CC=C3)C [(dimethylfluorenyl)phenyltriazinyl][(biphenylyl)dibenzofuranyl]biphenyl